(S)-(2-(((tert-Butyldimethylsilyl)oxy)methyl)-4-(thiophen-3-yl)-3,6-dihydropyridin-1(2H)-yl)(5-methoxy-2-nitro-4-((triisopropylsilyl)oxy)phenyl)methanone [Si](C)(C)(C(C)(C)C)OC[C@H]1N(CC=C(C1)C1=CSC=C1)C(=O)C1=C(C=C(C(=C1)OC)O[Si](C(C)C)(C(C)C)C(C)C)[N+](=O)[O-]